(1R,3s,5S)-8-((2-Methyl-6-(trifluoromethyl)pyridin-3-yl)sulfonyl)-N-((tetrahydro-2H-pyran-4-yl)methyl)-8-azabicyclo[3.2.1]octan-3-amine CC1=NC(=CC=C1S(=O)(=O)N1[C@H]2CC(C[C@@H]1CC2)NCC2CCOCC2)C(F)(F)F